2-fluoro-4-(5-(3-fluoro-4-methoxyphenyl)-2-((3-hydroxyadamantan-1-yl)amino)-6-methoxypyrimidin-4-yl)benzonitrile trifluoroacetate FC(C(=O)O)(F)F.FC1=C(C#N)C=CC(=C1)C1=NC(=NC(=C1C1=CC(=C(C=C1)OC)F)OC)NC12CC3(CC(CC(C1)C3)C2)O